FC(C(=O)O)(F)F.N12C(CC(C1)C2)S(=O)(=O)N Azabicyclo[2.1.1]hexane-2-sulfonamide trifluoroacetate salt